(3-chlorophenyl)(1-(3-chlorophenyl)cyclopropyl)methyl ((S)-4-methyl-1-oxo-1-(((S)-1-oxo-3-((S)-2-oxopyrrolidin-3-yl)propan-2-yl)amino)pentan-2-yl)carbamate CC(C[C@@H](C(N[C@H](C=O)C[C@H]1C(NCC1)=O)=O)NC(OC(C1(CC1)C1=CC(=CC=C1)Cl)C1=CC(=CC=C1)Cl)=O)C